C(C)(C)C1C=C(C=C(C1)C)CCC1OCCO1 2-[2-(3-isopropyl-5-methyl-cyclohex-1,5-dien-1-yl)ethyl]-1,3-dioxolane